2-methylsulfonyl-4-(oxetan-2-yl)pyrimidine CS(=O)(=O)C1=NC=CC(=N1)C1OCC1